CN(C(=O)[C@H]1CN(CC[C@@H]1NC(=O)C1=NOC(=C1)C1=C(C=C(C=C1)F)F)[C@H]1[C@H](CC1)C)C (3S,4S)-4-{[5-(2,4-difluoro-phenyl)-isoxazole-3-carbonyl]-amino}-1-((1R,2S)-2-methyl-cyclobutyl)-piperidine-3-carboxylic acid dimethylamide